2-[(2S,5S,8S,11S)-4,7,10-tris(carboxymethyl)-2,5,8,11-tetraethyl-1,4,7,10-tetrazacyclododec-1-yl]acetic acid C(=O)(O)CN1C[C@@H](N(C[C@@H](N(C[C@@H](N(C[C@@H]1CC)CC(=O)O)CC)CC(=O)O)CC)CC(=O)O)CC